C(#N)C1=CC2=C(NC(=N2)C(=O)NC2=CC(=NN2CC)C)C=C1 5-cyano-N-(1-ethyl-3-methyl-1H-pyrazol-5-yl)-1H-benzo[d]imidazole-2-carboxamide